4-(4-(2,2-difluoroethyl)-1-((5-methoxy-7-methyl-1H-indol-4-yl)methyl)-1,4-diazepan-2-yl)benzoic acid FC(CN1CC(N(CCC1)CC1=C2C=CNC2=C(C=C1OC)C)C1=CC=C(C(=O)O)C=C1)F